(1R,3R,5R)-N-((R)-(2,5-difluoro-4-(trifluoromethyl)phenyl)(oxetan-3-yl)methyl)-2-(1,4-dimethyl-1H-pyrazole-5-carbonyl)-2-azabicyclo[3.1.0]hexane-3-carboxamide FC1=C(C=C(C(=C1)C(F)(F)F)F)[C@H](NC(=O)[C@@H]1N([C@@H]2C[C@@H]2C1)C(=O)C1=C(C=NN1C)C)C1COC1